(S)-6-(4-bromophenethoxy)-10,10a-dihydro-1H-oxazolo[3',4':3,4]imidazo[1,2-c]pyrimidin-8(3H)-one BrC1=CC=C(CCOC=2C=C3N(C(N2)=O)C[C@@H]2N3COC2)C=C1